CN(S(=O)(=O)C1=CC(=C(C=C1)C1=NN2C(N=CC=C2)=C1C(=O)N[C@@H]1C(NC2=C(C(=N1)C1=CC=CC=C1)C=CC=C2F)=O)F)C 2-[4-(Dimethylsulfamoyl)-2-fluorophenyl]-N-[(3S)-9-fluoro-2-oxo-5-phenyl-1,3-dihydro-1,4-benzodiazepin-3-yl]pyrazolo[1,5-a]pyrimidine-3-carboxamide